(S)-5-phenoxy-2-(3-(5-(trifluoromethyl)pyridin-2-yloxy)pyrrolidin-1-yl)benzamide O(C1=CC=CC=C1)C=1C=CC(=C(C(=O)N)C1)N1C[C@H](CC1)OC1=NC=C(C=C1)C(F)(F)F